tri(monononylphenyl) phosphite P(OC1=CC=C(C=C1)CCCCCCCCC)(OC1=CC=C(C=C1)CCCCCCCCC)OC1=CC=C(C=C1)CCCCCCCCC